iron cobalt n-decanoate C(CCCCCCCCC)(=O)[O-].[Co+2].[Fe+2].C(CCCCCCCCC)(=O)[O-].C(CCCCCCCCC)(=O)[O-].C(CCCCCCCCC)(=O)[O-]